4-[[3-[1-(cyanomethyl)-3-(trifluoromethyl)pyrazol-4-yl]imidazo[1,2-a]pyrazin-8-yl]amino]-N-[2-(2,5-diazabicyclo[2.2.1]heptan-2-yl)-2-oxo-ethyl]-2-ethyl-benzamide formate C(=O)O.C(#N)CN1N=C(C(=C1)C1=CN=C2N1C=CN=C2NC2=CC(=C(C(=O)NCC(=O)N1C3CNC(C1)C3)C=C2)CC)C(F)(F)F